MonoButyl Phthalate C(C=1C(C(=O)[O-])=CC=CC1)(=O)OCCCC